N1=C(C=CC=C1OC=1C=C(C=C(C(=O)O)C1)C(=O)O)OC=1C=C(C=C(C(=O)O)C1)C(=O)O 5,5'-(pyridine-2,6-diylbis(oxy))diisophthalic acid